ClC=1N=C2N(N=CC(=C2C(C)C)NC(=O)NC2=CC(=NN2C)C(F)(F)F)C1 N-(2-chloro-8-(propan-2-yl)imidazo[1,2-b]pyridazin-7-yl)-N'-(1-methyl-3-(trifluoromethyl)-1H-pyrazol-5-yl)urea